O[C@H]1C[C@@H](N(C1)C([C@H](C(C)(C)C)N1N=NC(=C1)CCCC(C1=NC=CC=C1)O)=O)C(=O)NC (2R,4S)-4-hydroxy-1-[(2S)-2-[4-[4-hydroxy-4-(2-pyridyl)butyl]triazol-1-yl]-3,3-dimethyl-butyryl]-N-methyl-pyrrolidine-2-carboxamide